FC=1C(=NC(=NC1)N)C1=CC2=CN(N=C2C(=C1)F)C(C)C 5-fluoro-4-(2-isopropyl-7-fluoro-2H-indazol-5-yl)pyrimidin-2-amine